(3-morpholin-4-yl-azetidin-1-yl)-methanone N1(CCOCC1)C1CN(C1)C=O